NC[C@@H](O)[C@@H](O)[C@H](O)[C@H](O)CO 1-amino-1-deoxy-mannitol